NC(C(=O)O)CC(=O)O 2-Aminobutanedioic acid